C(C=C)(=O)OCCCCOC1=CC=C(C(=O)OC2=C(C=C(C=C2)OC(C2=CC=C(C=C2)OCCCCOC(C=C)=O)=O)C)C=C1 2-methyl-1,4-phenylene bis(4-(4-(acryloyloxy) butoxy) benzoate)